pentacenyl-phosphine C1(=CC=CC2=CC3=CC4=CC5=CC=CC=C5C=C4C=C3C=C12)P